Cl.[Cl-].[Ca+2].[Cl-] calcium chloride, hydrochloride salt